C(CCCCCCCCCCCCC)C(C(=O)O)N(C)C tetradecyl-dimethylaminoacetic acid